2-[6-[(E)-2-(aminomethyl)-3-fluoro-allyloxy]-1-oxo-3,4-dihydroisoquinolin-2-yl]-N-propyl-acetamide hydrochloride Cl.NC/C(/COC=1C=C2CCN(C(C2=CC1)=O)CC(=O)NCCC)=C\F